1-((1R,6S)-2,2,6-Trimethylcyclohexyl)hexan-3-yl-4-hydroxybenzoat CC1([C@@H]([C@H](CCC1)C)CCC(CCC)OC(C1=CC=C(C=C1)O)=O)C